(S)-2-(1-(dimethylamino)ethyl)-3-(4-methoxyphenyl)-6-nitroquinazolin-4(3H)-one CN([C@@H](C)C1=NC2=CC=C(C=C2C(N1C1=CC=C(C=C1)OC)=O)[N+](=O)[O-])C